C[N+](=C(N)NP(=O)([O-])[O-])CC(=O)[O-] p-creatine